zirconium oxychloride lithium [Li].O(Cl)Cl.[Zr]